C(C)(C)(C)[Si](OC(C(C)N)C=1N=CN(C1)C(C1=CC=CC=C1)(C1=CC=CC=C1)C1=CC=CC=C1)(C)C 1-[tert-butyl-(dimethyl)silyl]oxy-1-(1-tritylimidazol-4-yl)propan-2-amine